IC1=C2C(=NC=C1)N(C=C2)S(=O)(=O)CC2=CC=CC=C2 4-iodo-1-toluenesulfonyl-1H-pyrrolo[2,3-b]pyridine